ClC=1C=NN(C1C1=NN2C(N(C(C(C2)CC(=O)N)=O)CC2=CC=C(C=C2)C=2N(C=C(N2)C(F)(F)F)CC)=C1)C(C)C (2-(4-chloro-1-isopropyl-1H-pyrazol-5-yl)-4-(4-(1-ethyl-4-(trifluoromethyl)-1H-imidazol-2-yl)benzyl)-5-oxo-4,5,6,7-tetrahydropyrazolo[1,5-a]pyrimidin-6-yl)acetamide